5-oxaspiro[2.4]heptan-7-amine hydrochloride Cl.C1CC12COCC2N